COC1=C(C=CC(=C1)CCC(C[C@H](CCCCC)O)=O)[O-] 2-methoxy-4-[(5S)-3-oxo-5-hydroxydecanyl]phenolate